dicetyl-sulfosuccinic acid C(CCCCCCCCCCCCCCC)C(C(C(=O)O)S(=O)(=O)O)(C(=O)O)CCCCCCCCCCCCCCCC